(E)-N'-methoxy-N'-methyl-N-butyryl-but-2-enediamide CON(C(/C=C/C(=O)NC(CCC)=O)=O)C